ClC=1C(=C(C#N)C=C(C1)C(C)(C1=CC=C(C=C1)OCC1=NC(=NC=C1)SC)C)OCCCOCCC=1C=C2CN(C(C2=CC1)=O)C1C(NC(CC1)=O)=O 3-chloro-2-[3-[2-[2-(2,6-dioxo-3-piperidyl)-1-oxo-isoindolin-5-yl]ethoxy]propoxy]-5-[1-methyl-1-[4-[(2-methylsulfanylpyrimidin-4-yl)methoxy]phenyl]ethyl]benzonitrile